[N+](=O)([O-])C1=NC=C(C=C1)CCOC1OCCCC1 2-nitro-5-(2-tetrahydropyran-2-yloxyethyl)pyridine